7,8-dichloro-10-(ethylamino)-3,4,5,6-tetrahydroazepino[4,5-b]indol-2(1H)-one ClC1=C(C=C(C=2C3=C(NC12)CCNC(C3)=O)NCC)Cl